NC1=C(C=NN1C1=NC=CC=C1OC)C(=O)N1C[C@@]2(CCC1)C1=C(NC(O2)=O)C=CC(=C1F)Cl (R)-1'-(5-Amino-1-(3-methoxypyridin-2-yl)-1H-pyrazole-4-carbonyl)-6-chloro-5-fluorospiro[benzo[d][1,3]oxazine-4,3'-piperidin]-2(1H)-one